C(C)(=O)N[C@H](COCC1=CC=CC=C1)C(=O)N1CCN(CC1)C(\C(=C\C1=CC(=C(C=C1)O)O)\C#N)=O (E)-4-(N-acetyl-O-benzyl-D-seryl)-1-(alpha-cyano-3-(3,4-dihydroxyphenyl)acryloyl)piperazine